O1CC(C1)OC1=NC(=NC=C1C#N)N[C@H]1C[C@H](CCC1)C1=NN=C2N1C=CC=C2 4-(oxetan-3-yloxy)-2-[[(1R,3S)-3-([1,2,4]triazolo[4,3-a]pyridin-3-yl)cyclohexyl]amino]pyrimidine-5-carbonitrile